N-(4-(2,6-dimethylmorpholino)-2-methylphenyl)-2-methylisoindol-5-amine CC1OC(CN(C1)C1=CC(=C(C=C1)NC1=CC2=CN(C=C2C=C1)C)C)C